O1CCN(CC1)C=1C=C(C=CC1)CCC(=O)O 3-(3-morpholinophenyl)propanoic acid